butyl 4-acetyl-3-(2-chloro-6-(4,4,5,5-tetramethyl-1,3,2-dioxaborolan-2-yl)pyridin-4-yl)-5-methylpiperazine-1-carboxylate C(C)(=O)N1C(CN(CC1C)C(=O)OCCCC)C1=CC(=NC(=C1)B1OC(C(O1)(C)C)(C)C)Cl